BrC1=CC(=NC=C1)NC(CCN1CCSCC1)=O N-(4-bromopyridin-2-yl)-3-(thiomorpholin-4-yl)propanamide